O[C@@]1(CC[C@@H]2[C@H]3CC[C@]4([C@H]([C@@H]3CC[C@@H]2C1)[C@H]1[C@@H]([C@@H]4C(CN4N=CC(=C4)C)=O)C1)C)C 1-((2R,4aS,4bR,6aS,7S,7aS,8aR,8bR,8cR,10aR)-2-Hydroxy-2,6a-dimethyloctadecahydrocyclopropa[4,5]cyclopenta[1,2-a]phenanthren-7-yl)-2-(4-methyl-1H-pyrazol-1-yl)ethan-1-one